1,5-anhydro-2,3-dideoxy-3-(((4-(2-methoxyethoxy)-7-(4-(1-methyl-1H-1,2,3-triazol-4-yl)benzyl)-2,3-dihydro-1-benzofuran-5-yl)carbonyl)amino)-L-threo-pentitol COCCOC1=C(C=C(C2=C1CCO2)CC2=CC=C(C=C2)C=2N=NN(C2)C)C(=O)N[C@H]2CCOC[C@@H]2O